1,3,4-triphenyl-4,5-dihydro-1,2,4-triazol C1(=CC=CC=C1)N1N=C(N(C1)C1=CC=CC=C1)C1=CC=CC=C1